N=1N(N=C2C1C=CC=C2)C2=C(C=C(C=C2)O)O 4-(2H-benzotriazole-2-yl)-1,3-benzenediol